N-hydroxypiperidine ON1CCCCC1